2-(2-methoxypyridin-3-yl)-5-methyl-1H-pyrrole-3-carboxylic acid COC1=NC=CC=C1C=1NC(=CC1C(=O)O)C